C(C1=CC=CC=C1)OC(=O)N(CCS=C(C)O)C.OC1CN(CC1)C1=C(C(=O)N)C=CC=N1 (3-hydroxypyrrolidin-1-yl)nicotinamide S-(2-(((Benzyloxy)carbonyl)(methyl)amino)ethyl)ethanethioate